C1(CC1)C1=NC=C(C(=N1)OC1CC2(CC2)C1)C(=O)NC(C)C=CS(=O)(=O)C 2-cyclopropyl-N-(4-(methylsulfonyl)but-3-en-2-yl)-4-(spiro[2.3]hexane-5-yloxy)pyrimidine-5-carboxamide